Cl.NCCCC(=O)C1=C(C=C(C=C1)Br)F 4-amino-1-(4-bromo-2-fluorophenyl)butan-1-one hydrochloride